ClC=1C=CC(=C(C1)C1=NNC=C1C=1N=C2C=C(C=NC2=CC1)N1C[C@@H](NCC1)C(=O)OC)F methyl (2R)-4-[6-[3-(5-chloro-2-fluoro-phenyl)-1H-pyrazol-4-yl]-1,5-naphthyridin-3-yl]piperazine-2-carboxylate